isopropyl N-[(1S)-1-[[2-chloro-5-(1-isopropyl-6-oxo-3-pyridyl)phenyl]methyl]-2-[4-(4-methyl-1,2,4-triazol-3-yl)anilino]-2-oxo-ethyl]carbamate ClC1=C(C=C(C=C1)C1=CN(C(C=C1)=O)C(C)C)C[C@@H](C(=O)NC1=CC=C(C=C1)C1=NN=CN1C)NC(OC(C)C)=O